ClC1=CC2=C(OC(CO2)C(=O)NC23CC(C2)(C3)NC(OC(C)(C)C)=O)C=C1Cl tert-butyl (3-(6,7-dichloro-2,3-dihydrobenzo[b][1,4]dioxine-2-carboxamido)bicyclo[1.1.1]pentan-1-yl)carbamate